BrC1=CC=C(C=C1)NN=C(C)C1=CSC=C1 1-(4-bromophenyl)-2-(1-(thiophen-3-yl)ethylidene)hydrazine